3-(2-Methacryloyloxyethoxycarbonyl)propionyl chloride C(C(=C)C)(=O)OCCOC(=O)CCC(=O)Cl